5-(Difluoromethoxy)-N-((1s,4s)-4-((7-morpholino-1,6-naphthyridin-5-yl)oxy)cyclohexyl)pyrimidin-2-amine FC(OC=1C=NC(=NC1)NC1CCC(CC1)OC1=C2C=CC=NC2=CC(=N1)N1CCOCC1)F